FC1=C(C(=C(C(=C1Cl)F)F)F)F.[Mg] magnesium (pentafluorophenyl) chloride